FC(C=1C(=C(C=CC1)[C@@H](C)NC1=CC=NC2=CC(N(C=C12)C1(CC1)C)=O)F)F (R)-4-((1-(3-(difluoromethyl)-2-fluorophenyl)ethyl)amino)-6-(1-methylcyclopropyl)-1,6-Naphthyridin-7(6H)-one